(1S,2S)-2-(3-chlorophenyl)-N-(4-(((6-cyclopropyl-8-(6-methyl-2,6-diazaspiro[3.3]heptan-2-yl)imidazo[1,2-a]pyridin-2-yl)methyl)amino)pyridin-2-yl)cyclopropane-1-carboxamide ClC=1C=C(C=CC1)[C@@H]1[C@H](C1)C(=O)NC1=NC=CC(=C1)NCC=1N=C2N(C=C(C=C2N2CC3(C2)CN(C3)C)C3CC3)C1